2-(1-(6,7-dimethoxycinnolin-4-yl)azetidin-3-yl)ethylamine COC=1C=C2C(=CN=NC2=CC1OC)N1CC(C1)CCN